ethyl (3S)-7-{[(4-methylphenyl)sulfonyl]oxy}-5-oxo-1,2,3,5-tetrahydro-3-indolizinecarboxylate CC1=CC=C(C=C1)S(=O)(=O)OC1=CC(N2[C@@H](CCC2=C1)C(=O)OCC)=O